ClC1=CN=CC(=N1)N1CCC(CC1)(O)C1=CC=C(C=C1)F 1-(6-Chloropyrazin-2-yl)-4-(4-fluorophenyl)piperidin-4-ol